5-(2-methylpyridin-4-yl)-N-(2-morpholinyl-5-(piperidin-1-yl)oxazolo[4,5-b]pyridin-6-yl)furan-2-carboxamide CC1=NC=CC(=C1)C1=CC=C(O1)C(=O)NC=1C=C2C(=NC1N1CCCCC1)N=C(O2)N2CCOCC2